(S)-2-((3-(2-bromo-3-(1,4-benzodioxan-6-yl)anilino)isothiazolo[4,5-b]pyrazin-5-ylmethylene)amino)-propionic acid BrC1=C(NC2=NSC=3C2=NC(=CN3)C=N[C@H](C(=O)O)C)C=CC=C1C1=CC3=C(OCCO3)C=C1